O1CCC(CC1)CC1=NC(=NO1)C=1C=CC=NC1 5-[5-(tetrahydro-pyran-4-ylmethyl)-[1,2,4]oxadiazol-3-yl]-pyridin